C(C)(=O)C=1C=CC(=C(C1)C=1C(=CC(=CC1)C(F)(F)F)C(=O)OC)OC methyl 5'-acetyl-2'-methoxy-4-trifluoromethyl-1,1'-biphenyl-2-carboxylate